triphenylcarbenium tetrakis(trifluoromethylphenyl)borate FC(F)(F)C1=C(C=CC=C1)[B-](C1=C(C=CC=C1)C(F)(F)F)(C1=C(C=CC=C1)C(F)(F)F)C1=C(C=CC=C1)C(F)(F)F.C1(=CC=CC=C1)[C+](C1=CC=CC=C1)C1=CC=CC=C1